[C@H](C)(CC)[C@@H]1N(CC2=C(NC1=O)C=CC=C2)C(=O)N2[C@@H](CC2)C(=O)N (S)-1-((S)-3-((S)-sec-butyl)-2-oxo-2,3,4,5-tetrahydro-1H-benzo[e][1,4]diazepine-4-carbonyl)azetidine-2-carboxamide